ClC1=C(C=CC=C1)[C@H](C)N(C=1C=NC(=NC1)C(=O)OC)CC methyl (S)-5-((1-(2-chlorophenyl)ethyl)(ethyl)amino)pyrimidine-2-carboxylate